5-[7-amino-2-(2-cyano-2-methylideneethyl)-1-oxo-2,3-dihydro-1H-isoindol-4-yl]-2-chloro-N-methylbenzamide NC=1C=CC(=C2CN(C(C12)=O)CC(=C)C#N)C=1C=CC(=C(C(=O)NC)C1)Cl